N-(4-((4-((6-aminohexyl)carbamoyl)phenyl)carbamoyl)-3-fluorobenzyl)-N-cyclopropyl-3-oxo-3,4-dihydro-2H-benzo[b][1,4]oxazine-7-carboxamide 2,2,2-trifluoroacetate FC(C(=O)O)(F)F.NCCCCCCNC(=O)C1=CC=C(C=C1)NC(=O)C1=C(C=C(CN(C(=O)C=2C=CC3=C(OCC(N3)=O)C2)C2CC2)C=C1)F